C(C1=CC=CC=C1)N1CCC(CC1)CCNC(=O)N1CCN(CC1)C1=NC=C(C=N1)OC(F)(F)F N-[2-(1-benzylpiperidin-4-yl)ethyl]-4-[5-(trifluoromethoxy)pyrimidin-2-yl]piperazine-1-carboxamide